(2S)-3-(4-bromo-1,3-thiazol-2-yl)-2-[((tert-butoxycarbonyl)amino)propanoyl]-4-ethenyl-1,2-diazinane-3-carboxylate BrC=1N=C(SC1)C1(N(NCCC1C=C)C(CCNC(=O)OC(C)(C)C)=O)C(=O)[O-]